3-[[5-Bromo-4-chloro-6-(2,6-dimethylphenyl)pyrimidin-2-yl]sulfamoyl]benzoic acid BrC=1C(=NC(=NC1C1=C(C=CC=C1C)C)NS(=O)(=O)C=1C=C(C(=O)O)C=CC1)Cl